[Si](C)(C)(C(C)(C)C)OCC(C=C)OC1=NC=CC(=C1)C=1C(=C2CCCC2=CC1)NC(=O)NS(=O)(=O)C1=NN(C=C1)C(C)C N-((5-(2-((1-((tert-butyldimethylsilyl)oxy)but-3-en-2-yl)oxy)pyridin-4-yl)-2,3-dihydro-1H-inden-4-yl)carbamoyl)-1-isopropyl-1H-pyrazole-3-sulfonamide